2-(4-chloro-1-isopropyl-1H-pyrazol-5-yl)-N-(4-(1-ethyl-4-(trifluoromethyl)-1H-imidazol-2-yl)-3-fluorophenyl)-5,6,7,8-tetrahydro-[1,2,4]triazolo[1,5-a]pyridin-8-amine ClC=1C=NN(C1C1=NN2C(C(CCC2)NC2=CC(=C(C=C2)C=2N(C=C(N2)C(F)(F)F)CC)F)=N1)C(C)C